C(C)(C)OC(=O)C=1CC=2C(=CN1)C(=NN2)CC=C(F)F (3,3-difluoroallyl)pyrazolo[4,3-c]pyridine-6-carboxylic acid isopropyl ester